[(3aR,7aS)-5-[1-(2,2-difluoroethyl)-1H-pyrazolo[3,4-b]pyrazin-6-yl]-octahydro-1H-pyrrolo[3,4-c]pyridin-2-yl]-5-(trifluoromethyl)pyridine FC(CN1N=CC=2C1=NC(=CN2)N2C[C@H]1[C@H](CC2)CN(C1)C1=NC=C(C=C1)C(F)(F)F)F